NC1=C2C(=NC=N1)N(N=C2C2=CC=C(C=C2)OC(F)(F)F)C(C)C=2OC1=CC=CC=C1C(C2C2=CC(=CC=C2)F)=O 2-(1-(4-amino-3-(4-(trifluoromethoxy)phenyl)-1H-pyrazolo[3,4-d]pyrimidin-1-yl)ethyl)-3-(3-fluorophenyl)-4H-chromen-4-one